C(C1=CC=CC=C1)OC1=CC=C(C(=O)NCCC2CCN(CC2)CC2=CC(=CC=C2)F)C=C1 4-(benzyloxy)-N-(2-{1-[(3-fluorophenyl)methyl]piperidin-4-yl}ethyl)benzamide